ethyl 4-(5-methoxyisoindolin-2-yl)-4-oxo-butanoate COC=1C=C2CN(CC2=CC1)C(CCC(=O)OCC)=O